ethyl 2-(N-(4-((5-(4,4-difluoropiperidin-1-yl)imidazo[1,2-a]pyridin-7-yl)carbamoyl)-3-(6-azaspiro[2.5]octan-6-yl)phenyl)sulfamoyl)acetate FC1(CCN(CC1)C1=CC(=CC=2N1C=CN2)NC(=O)C2=C(C=C(C=C2)NS(=O)(=O)CC(=O)OCC)N2CCC1(CC1)CC2)F